N-(3-(oxazol-5-yl)phenyl)-2-oxo-2,3-dihydro-1H-benzo[d]imidazole-5-carboxamide O1C=NC=C1C=1C=C(C=CC1)NC(=O)C1=CC2=C(NC(N2)=O)C=C1